COC1=NC2=CC(=CC=C2C=C1C1=CN=C(N1)[C@H](CCCCCC(CC)=O)NC(=O)[C@H]1CC12CCN(CC2)C)N2N=CC=C2 (S)-N-((S)-1-(5-(2-methoxy-7-(1H-pyrazol-1-yl)quinolin-3-yl)-1H-imidazol-2-yl)-7-oxononyl)-6-methyl-6-azaspiro[2.5]octane-1-carboxamide